N[C@H](C(=O)OC1C(OC2=C(C1)C=CC=C2)(C)C)CCCNC(=N)N 2,2-dimethyl-3,4-dihydro-2H-1-benzopyran-3-yl (2S)-2-amino-5-carbamimidamidopentanoate